ClC=1C=C2C(=C(C(N(C2=NC1Cl)C=1C(=NC=CC1C)C(C)C)=O)C#N)N1CCN(CC1)C(=O)OC(C)(C)C tert-Butyl 4-(6,7-dichloro-3-cyano-1-(2-isopropyl-4-methylpyridin-3-yl)-2-oxo-1,2-dihydro-1,8-naphthyridin-4-yl)piperazine-1-carboxylate